ClC1=CC=C(CN2N=C3C4=C(CCC3=C2)OC(=C4C)C(=O)NCCCN4CCN(CC4)CC)C=C1 2-(4-chlorobenzyl)-N-[3-(4-ethylpiperazin-1-yl)propyl]-8-methyl-4,5-dihydro-2H-furo[2,3-g]indazole-7-carboxamide